[Te].FC(C1=NN(C=C1NC(=O)C=1C=NN2C1N=C(C=C2)N2C[C@H](CCC2)C(=O)OC(C)(C)C)C2CCC(CC2)CO)F tert-butyl ((S)-1-(3-((3-(difluoromethyl)-1-((1R,4S)-4-(hydroxymethyl) cyclohexyl)-1H-pyrazol-4-yl) carbamoyl) pyrazolo[1,5-a]pyrimidin-5-yl) piperidin-3-yl)carboxylate tellurium